4'-phenylacetophenone C1(=CC=CC=C1)C1=CC=C(C=C1)C(C)=O